C(C1=CC=CC=C1)OC1=CC=C2C(=C(COC2=C1)C1=C(C(=CC=C1)F)F)C1=CC(=C(C=C1)N1CCC(CC1)C(OC)OC)F 1-(4-(7-(benzyloxy)-3-(2,3-difluorophenyl)-2H-chromen-4-yl)-2-fluorophenyl)-4-(dimethoxymethyl)piperidine